7-(tert-butyl)-5,6,7,8-tetrahydrothiazolo[5,4-b]quinoline-2-carboxylic acid C(C)(C)(C)C1CC=2C=C3C(=NC2CC1)SC(=N3)C(=O)O